2-cyclopentenyl 2-bromoacetate BrCC(=O)OC1C=CCC1